OC1=C(C=C(C=C1)C1=CC=C(C=C1)C=1C=NC=CC1)C1=NC=CC=C1 2-(2-hydroxy-5-(4-pyridin-3-ylphenyl)phenyl)pyridine